CC1(CC2=C(O1)C(=CC=C2)OC(C(=O)O)C)C.C(C)C(C(=O)N)(C)OC2=CC=CC1=C2OC(C1)(C)C ethyl-2-((2,2-dimethyl-2,3-dihydrobenzo[b]furan-7-yl)oxy)propanamide 2-((2,2-dimethyl-2,3-dihydrobenzo[b]furan-7-yl)oxy)propanoate